(2R,3S,4S)-4-[(tert-butoxycarbonyl)oxy]-2-[(4-methoxyphenyl) methyl]pyrrolidin-3-yl 4-nitrophenyl carbonate C(O[C@H]1[C@H](NC[C@@H]1OC(=O)OC(C)(C)C)CC1=CC=C(C=C1)OC)(OC1=CC=C(C=C1)[N+](=O)[O-])=O